Di(1-Adamantyl)-n-butylphosphine C12(CC3CC(CC(C1)C3)C2)P(CCCC)C23CC1CC(CC(C2)C1)C3